rel-2-((3R,4R)-4-((4-(cyclopropyl((5-(trifluoromethyl)pyridin-2-yl)methyl)amino)-7H-pyrrolo[2,3-d]pyrimidin-7-yl)methyl)-3-hydroxypiperidin-1-yl)acetamide C1(CC1)N(C=1C2=C(N=CN1)N(C=C2)C[C@@H]2[C@H](CN(CC2)CC(=O)N)O)CC2=NC=C(C=C2)C(F)(F)F |o1:14,15|